C1(CCCCC1)C(C(=O)O)(F)F 2-cyclohexyl-2,2-difluoroacetic acid